BrC1=C(C(=C(C=C1)OC(F)(F)F)OC(F)(F)F)I 1-bromo-2-iodo-3,4-bis(trifluoromethoxy)benzene